6,7-Dichloro-2-methyl-10-(1H-pyrazol-4-yl)-3,4-dihydropyrazino[1,2-a]indol-1-one ClC1=C(C=CC=2C(=C3N(C12)CCN(C3=O)C)C=3C=NNC3)Cl